2-(((2R,3R,4S,5R)-5-(6-amino-2-chloro-9H-purin-9-yl)-4-fluoro-3-hydroxytetrahydrofuran-2-yl)methoxy)-2-(thien-3-ylmethyl)malonic acid NC1=C2N=CN(C2=NC(=N1)Cl)[C@H]1[C@H]([C@@H]([C@H](O1)COC(C(=O)O)(C(=O)O)CC1=CSC=C1)O)F